toluamide CC1=CC=CC=C1C(=O)N